N=1NC=C2CN(CCCC21)C(=O)OC(C)(C)C tert-butyl 4,6,7,8-tetrahydro-2H-pyrazolo[4,3-c]azepine-5-carboxylate